ClC1=C(C=C(C=C1)F)C1(NC(C2=C3C(=CC(=C12)NC(C1=CC(=CC(=C1)C(F)(F)F)F)=O)OC(O3)(F)F)=O)O N-(6-(2-chloro-5-fluorophenyl)-2,2-difluoro-6-hydroxy-8-oxo-7,8-dihydro-6H-[1,3]dioxolo[4,5-e]isoindol-5-yl)-3-fluoro-5-(trifluoromethyl)benzamide